C1(CCCC1)OC=1C=C(C=CC1)[C@@H](C)NS(=O)(=O)CCCOCN1C(NC(C=C1)=O)=O (R)-N-(1-(3-(cyclopentyloxy)phenyl)ethyl)-3-((2,4-dioxo-3,4-dihydropyrimidin-1(2H)-yl)methoxy)propane-1-sulfonamide